1,3-dimethyl-5-(7-methylsulfonyl-2,3-dihydro-1,4-benzodioxin-5-yl)pyridine-2-one CN1C(C(=CC(=C1)C1=CC(=CC=2OCCOC21)S(=O)(=O)C)C)=O